3-[4-(2-fluoroethoxy)-2-[4-(trifluoromethyl)anilino]-3-pyridyl]-4H-1,2,4-oxadiazol-5-one FCCOC1=C(C(=NC=C1)NC1=CC=C(C=C1)C(F)(F)F)C1=NOC(N1)=O